C(C1CCC(CC1)N)C1CCC(CC1)N 4,4'-methylene-bis(cyclohexyl-amine)